N-(2-ethylphenyl)-2-methylsulfanyl-5-(trifluoromethyl)pyrimidin-4-amine C(C)C1=C(C=CC=C1)NC1=NC(=NC=C1C(F)(F)F)SC